ethyl (R)-4-((1-(3-(difluoromethyl)-2-fluorophenyl) ethyl) amino)-2-methyl-7-oxo-7,8-dihydropyrido[2,3-d]pyrimidine-6-carboxylate FC(C=1C(=C(C=CC1)[C@@H](C)NC=1C2=C(N=C(N1)C)NC(C(=C2)C(=O)OCC)=O)F)F